C1(=CC=C(C=C1)CN1N=CC2=CC(=CC(=C12)C(=O)NC1CC2(CC(C2)CC(=O)O)C1)Cl)C1=CC=CC=C1 2-(6-(1-([1,1'-biphenyl]-4-ylmethyl)-5-chloro-1H-indazole-7-carboxamido)spiro[3.3]heptan-2-yl)acetic acid